naphthalene-α-sulfonic acid C1(=CC=CC2=CC=CC=C12)S(=O)(=O)O